(R)-Methyl 6-bromo-1,2,3,4-tetrahydroquinoline-2-carboxylate BrC=1C=C2CC[C@@H](NC2=CC1)C(=O)OC